C(C)(SCCCN1C(C(N(C(C1=O)COCCCSC(C)=O)CCCSC(C)=O)=O)COCCCSC(C)=O)=O S-[3-[2,5-bis(3-acetylsulfanylpropoxymethyl)-4-(3-acetylsulfanylpropyl)-3,6-dioxo-piperazin-1-yl]propyl] ethanethioate